OC1COC(C1(C)F)=C=O 3-hydroxy-4-fluoro-4-methyl-5-carbonyl-tetrahydrofuran